C1(CC1)C=1C(=CC=2N(C1)C(=CN2)C2=CC=CC(=N2)N[C@H]2CNC[C@@H]2OC)OC 6-(6-cyclopropyl-7-methoxyimidazo[1,2-a]pyridin-3-yl)-N-((3S,4S)-4-methoxypyrrolidin-3-yl)pyridin-2-amine